C1(CC1)N(C)CC1=CC=C(C=C1)B(O)O (4-((Cyclopropyl(methyl)amino)methyl)phenyl)boronic acid